sodium-ammonium salt [NH4+].[Na+]